di(n-propyl)magnesium C(CC)[Mg]CCC